N1C(=O)NC(=O)C(=C1)C=CC(=O)[O-] uracilacrylate